ethyl (E)-4-((4-chloro-3-methylphenyl) (methyl) amino)-4-oxobut-2-enoate ClC1=C(C=C(C=C1)N(C(/C=C/C(=O)OCC)=O)C)C